C1(=CC=CC=C1)[C@@H]1OCCN2C1=NC(=N2)C(=O)N[C@@H]2C(NC1=C(CC2)C=C(C=C1F)F)=O (8S)-8-phenyl-N-[(3S)-7,9-difluoro-2-oxo-1,3,4,5-tetrahydro-1-benzazepin-3-yl]-6,8-dihydro-5H-[1,2,4]triazolo[5,1-c][1,4]oxazine-2-carboxamide